2-(4,4-difluorocyclohexyl)-N-(4-methyl-3-((3-(9-(tetrahydro-2H-pyran-2-yl)-9H-purin-6-yl)pyridin-2-yl)amino)phenyl)-acetamide FC1(CCC(CC1)CC(=O)NC1=CC(=C(C=C1)C)NC1=NC=CC=C1C1=C2N=CN(C2=NC=N1)C1OCCCC1)F